C(C)C(=CC1=CC=CC=C1)N ethyl-aminostyrene